FC1=CC(=C(OC2=C(C(=O)NC3=CC(=NC=C3)OC)C=CC(=C2)C(F)(F)F)C=C1)CCCO 2-(4-fluoro-2-(3-hydroxypropyl)phenoxy)-N-(2-methoxypyridin-4-yl)-4-(trifluoromethyl)benzamide